(S)-5-(4-((7,8-dimethyl-6-oxo-5,6-dihydro-1,5-naphthyridin-3-yl)methyl)-3-methylpiperazin-1-yl)-N-methylpicolinamide CC=1C(NC=2C=C(C=NC2C1C)CN1[C@H](CN(CC1)C=1C=CC(=NC1)C(=O)NC)C)=O